1-bromo-3-chloro-2-(trifluoromethoxy)benzene BrC1=C(C(=CC=C1)Cl)OC(F)(F)F